F[C@@]1(C[C@H](N(C1)C(CNC(CCCOC1=CC=CC=C1)=O)=O)C(=O)O)CF (2S,4R)-4-fluoro-4-(fluoromethyl)-1-((4-phenoxybutanoyl)glycyl)pyrrolidine-2-carboxylic acid